racemic-tert-butyl ((11H-benzo[2,3][1,4]dioxepino[6,5-c]pyridin-11-yl)methyl)carbamate C1=NC=CC2=C1[C@@H](OC1=C(O2)C=CC=C1)CNC(OC(C)(C)C)=O |r|